6-(4-((1H-indazol-5-yl)amino)-pyrimidin-2-yl)-N-(1H-indazol-5-yl)-1H-indole-2-carboxamide N1N=CC2=CC(=CC=C12)NC1=NC(=NC=C1)C1=CC=C2C=C(NC2=C1)C(=O)NC=1C=C2C=NNC2=CC1